8-[(1R)-1-(4-Chloro-2-methyl-anilino)ethyl]-3,6-dimethyl-2-(3-pyridyl)chromen-4-one ClC1=CC(=C(N[C@H](C)C=2C=C(C=C3C(C(=C(OC23)C=2C=NC=CC2)C)=O)C)C=C1)C